C12CNCC2C1NC(CNC(C1=C(C=C(C=C1)NC=1C=2N(C=CN1)C(=CN2)C=2C(=NN(C2)CC(F)F)C(F)(F)F)CC)=O)=O N-[2-(3-azabicyclo[3.1.0]hexan-6-ylamino)-2-oxo-ethyl]-4-[[3-[1-(2,2-difluoroethyl)-3-(trifluoromethyl)pyrazol-4-yl]imidazo[1,2-a]pyrazin-8-yl]amino]-2-ethyl-benzamide